3-bromo-6-pent-4-enoxy-5-(trifluoromethyl)pyridine-2-carboxylic acid hydrazide BrC=1C(=NC(=C(C1)C(F)(F)F)OCCCC=C)C(=O)NN